(R)-(3-methoxyazetidin-1-yl)(6-(4-(3-((2,5,7-trimethyl-[1,2,4]triazolo[1,5-a]pyrimidin-6-yl)oxy)pyrrolidin-1-yl)phenyl)pyridazin-3-yl)methanone COC1CN(C1)C(=O)C=1N=NC(=CC1)C1=CC=C(C=C1)N1C[C@@H](CC1)OC=1C(=NC=2N(C1C)N=C(N2)C)C